[Si](C)(C)(C(C)(C)C)O[C@H]1[C@H]([C@@H](O[C@@H]1CO)N1C=NC=2C(=O)NC(N)=NC12)O 3'-O-tert-butyldimethylsilyl-guanosine